Methyl 4-[{1S}-1-[[4-[5-(2-cyclohexylethoxy)-2-pyridyl]cyclopentanecarbonyl]amino]ethyl]benzoate C1(CCCCC1)CCOC=1C=CC(=NC1)C1CCC(C1)C(=O)N[C@@H](C)C1=CC=C(C(=O)OC)C=C1